3-(Benzo[d]oxazol-2-yl)phenyl propylcarbamate C(CC)NC(OC1=CC(=CC=C1)C=1OC2=C(N1)C=CC=C2)=O